CN1C2=C(N(C(C1=O)=O)C1CCN(CC1)C(C1=CC=C(C=C1)OC(F)(F)F)=O)N=C(C=C2)C#N 1-methyl-2,3-dioxo-4-(1-(4-(trifluoromethoxy)benzoyl)piperidin-4-yl)-1,2,3,4-tetrahydropyrido[2,3-b]pyrazine-6-carbonitrile